3-CHLORO-5-ISOBUTOXYPHENYLBORONIC ACID ClC=1C=C(C=C(C1)OCC(C)C)B(O)O